1-methylethylindene CC(C)C1C=CC2=CC=CC=C12